C(CCCCCCCCCCCCCCCCC)C(CCCCCCC)[Si](Cl)(Cl)Cl octadecyl-octyl-trichlorosilane